COC1=CC=C(COC=2C(=NC=C(C2)NC=2OC(=C(N2)C)C2=CC=C(C=C2)C(F)(F)F)C#N)C=C1 3-((4-Methoxybenzyl)oxy)-5-((4-methyl-5-(4-(trifluoromethyl)phenyl)oxazol-2-yl)amino)pyridinecarbonitrile